BrC1=NC=CC=C1SC 2-bromo-3-(methylthio)pyridine